4-nitrophenyl 3-methyl-1-(4-(methylsulfonyl)phenyl)-5-oxo-4,5-dihydro-1H-pyrazole-4-carboxylate CC1=NN(C(C1C(=O)OC1=CC=C(C=C1)[N+](=O)[O-])=O)C1=CC=C(C=C1)S(=O)(=O)C